CNC1=CC=CC=2C(C3=CC=CC=C3C(C12)=O)=O 1-(methylamino)anthraquinone